NC=1C(=C(C=C2C=C(N=CC12)NC(CCCC(=O)NCCCCCCCCNC1=C2C(N(C(C2=CC=C1)=O)C1C(NC(CC1)=O)=O)=O)=O)C=1C=NC=C(C1C)N)F N1-(8-amino-6-(5-amino-4-methylpyridin-3-yl)-7-fluoroisoquinolin-3-yl)-N5-(8-((2-(2,6-dioxopiperidin-3-yl)-1,3-dioxoisoindolin-4-yl)amino)octyl)glutaramide